C1(CCC1)C1=CC(=C(C(=O)OC)C=C1)NC(CC(=O)OCC)=O methyl 4-cyclobutyl-2-(3-ethoxy-3-oxopropanamido)benzoate